6-(4-aminophenyl)-N-(3-pyridylmethyl)pyridine NC1=CC=C(C=C1)C1=CC=CCN1CC=1C=NC=CC1